(R)-1-(3,3-difluoro-4-((5-(1-(3-fluoropropyl)-1H-benzo[d][1,2,3]triazol-6-yl)-4-methoxypyrrolo[2,1-f][1,2,4]triazin-2-yl)amino)pyrrolidin-1-yl)ethan-1-one FC1(CN(C[C@H]1NC1=NN2C(C(=N1)OC)=C(C=C2)C=2C=CC1=C(N(N=N1)CCCF)C2)C(C)=O)F